ClC=1C(=CC(=NC1C1=CC=C(C=C1)F)C(CNC(=O)C=1C=C2C=C(C=NC2=C(C1)OC)C(F)F)(O)C1CC1)C(C)(C)O (-)-N-{2-[5-chloro-6-(4-fluorophenyl)-4-(2-hydroxypropan-2-yl)pyridin-2-yl]-2-cyclopropyl-2-hydroxyEthyl}-3-(difluoromethyl)-8-methoxyquinoline-6-carboxamide